NC(COCC#C)(COCC#C)COCC#C aminotri[(2-propynyloxy)methyl]methane